ClC=1C(=NC(=NC1)NC1CC(CCC1)C(=O)N)C1=CC=C(C=C1)F 3-((5-chloro-4-(4-fluorophenyl)pyrimidin-2-yl)amino)cyclohexane-1-carboxamide